BrC=1C(=NC(=NC1)N(CC1=CC=C(C=C1)OC)CC1=CC=C(C=C1)OC)OC (5-bromo-4-methoxy-pyrimidin-2-yl)-bis(p-anisyl)amine